2-((1,1-dioxotetrahydro-2H-thiopyran-4-yl)amino)-6-ethynyl-8-((1r,2r)-2-hydroxy-2-methylcyclopentyl)pyrido[2,3-d]pyrimidin-7(8H)-one O=S1(CCC(CC1)NC=1N=CC2=C(N1)N(C(C(=C2)C#C)=O)[C@H]2[C@](CCC2)(C)O)=O